7-(3,5-Dihydroxyphenyl)naphthalene-1,3-diol OC=1C=C(C=C(C1)O)C1=CC=C2C=C(C=C(C2=C1)O)O